P(O)(O)F.C(CC1=CC=C(C=C1C(C)(C)C)C(C)(C)C)C1=CC=C(C=C1C(C)(C)C)C(C)(C)C ethylenebis(4,6-di-tert-butylbenzene) fluorophosphite